C(C=C)(=O)N1CC(C(CC1)C1=NC(=C(C(=O)N)C=C1)C1=CC=C(C=C1)OC1=CC=CC=C1)(F)F 6-(1-acryloyl-3,3-difluoropiperidin-4-yl)-2-(4-phenoxyphenyl)nicotinamide